COC[C@@H]1CC[C@H](CC1)C=1C=NN2C1C=C(C=C2)C=2C=CC=NC2 5-(3-(trans-4-(methoxymethyl)cyclohexyl)pyrazolo[1,5-a]pyridin-5-yl)pyridin